ClC1=CN=C(C(=N1)N)C#CC1=CC=C(C=C1)F 6-chloro-3-((4-fluorophenyl)ethynyl)pyrazin-2-amine